FC1(C(C=2C(=CN(C2CC1)C1=CC=CC=C1)C(F)(F)F)O)F 5,5-difluoro-1-phenyl-3-(trifluoromethyl)-1,5,6,7-tetrahydro-4H-indol-4-ol